C(=O)OCCCNC1=NC(=NC2=CC(=CC=C12)C1=CC=NN1)N 3-((2-amino-7-(1H-pyrazol-5-yl)quinazolin-4-yl)amino)-1-propanol formate